FC1=C(C=CC(=C1)[N+](=O)[O-])N1CCC(CC1)N1CC2(C1)CC(C2)C(=O)OC(C)(C)C tert-butyl 2-(1-(2-fluoro-4-nitrophenyl)piperidin-4-yl)-2-azaspiro[3.3]heptane-6-carboxylate